3-[(3-chloro-2-methoxyphenyl)amino]-2-(3-hydroxypyridin-4-yl)-1H,5H,6H,7H-pyrrolo[3,2-c]pyridin-4-one ClC=1C(=C(C=CC1)NC1=C(NC2=C1C(NCC2)=O)C2=C(C=NC=C2)O)OC